(R)-6-bromo-5-cyclopropyl-N-(1-(methyl-d3)piperidin-3-yl)-1,2,4-triazin-3-amine BrC1=C(N=C(N=N1)N[C@H]1CN(CCC1)C([2H])([2H])[2H])C1CC1